1,7-bis(p-(4-phenylbenzyloxy)phenyl)-1,6-heptadiene-3,5-dione C1(=CC=CC=C1)C1=CC=C(COC2=CC=C(C=C2)C=CC(CC(C=CC2=CC=C(C=C2)OCC2=CC=C(C=C2)C2=CC=CC=C2)=O)=O)C=C1